2-(2,6-diethylphenyl)-5-(3-fluoro-5-(trifluoromethyl)pyridin-2-yl)-3-(7-methoxy-1H-indol-4-yl)-4,5,6,7-tetrahydro-2H-pyrazolo[4,3-c]pyridine C(C)C1=C(C(=CC=C1)CC)N1N=C2C(CN(CC2)C2=NC=C(C=C2F)C(F)(F)F)=C1C1=C2C=CNC2=C(C=C1)OC